NC1CCN(CC1)C1=C(C(=C(C(=N1)SC(C(=O)N)C1=CC=CC=C1)C#N)CC)C#N 2-((6-(4-aminopiperidin-1-yl)-3,5-dicyano-4-ethylpyridin-2-yl)sulfanyl)-2-phenylacetamide